(4S)-4-{[(2S)-2-{[(2S)-2-{[6-(2,5-dioxo-2,5-dihydro-1H-pyrrol-1-yl)hexanoyl]amino}-3-methylbutanoyl]amino}propanoyl]amino}-5-oxo-5-[2-(trimethylsilyl)ethoxy]pentanoic acid O=C1N(C(C=C1)=O)CCCCCC(=O)N[C@H](C(=O)N[C@H](C(=O)N[C@@H](CCC(=O)O)C(OCC[Si](C)(C)C)=O)C)C(C)C